5-(2-chloro-4-(trifluoromethyl)phenoxy)-2-nitrobenzoyl chloride ClC1=C(OC=2C=CC(=C(C(=O)Cl)C2)[N+](=O)[O-])C=CC(=C1)C(F)(F)F